ClCCCCC[C@@H](C(C)(C)C1=CC(=C(C(=C1)OC)[C@H]1C=C([C@@H]2C([C@H]1C2)(C)C)CN2C(C1=CC=CC=C1C2=O)=O)OC)C2=CC=CC=C2 2-(((1S,4S,5S)-4-(4-((R)-8-chloro-2-methyl-3-phenyloctan-2-yl)-2,6-dimethoxyphenyl)-6,6-dimethylbicyclo[3.1.1]hept-2-en-2-yl)methyl)isoindoline-1,3-dione